3,5-dibromopyridazine BrC=1N=NC=C(C1)Br